ClC=1C=C(C=2N(C1)C=C(N2)C(C(=O)O)C)C#N 2-{6-Chloro-8-cyanoimidazo[1,2-a]pyridin-2-yl}propanoic acid